FC=1C(=NC(=CC1)NC=1SC=CN1)CC1(CC(N(CC1)CC1=C(C=NC=C1)F)C)C(=O)O 4-((3-fluoro-6-(thiazol-2-ylamino)pyridin-2-yl)methyl)-1-((3-fluoropyridin-4-yl)methyl)-2-methylpiperidine-4-carboxylic acid